C1(CCC1)C1=C(C(=O)N)C=CC=C1NC=1N=NC(=CC1)C1=CC=CC=C1 cyclobutyl-3-[(6-phenylpyridazin-3-yl)amino]benzamide